C(#N)C1=CC(=C(COC2=CC=NC=C2F)C=C1)F 4-((4-cyano-2-fluorobenzyl)oxy)-5-fluoropyridine